5-(6-methoxypyrazin-2-yl)pyridin-2-amine COC1=CN=CC(=N1)C=1C=CC(=NC1)N